N/C(=C(/C(=O)OCC)\C#N)/NN ethyl (Z)-3-amino-2-cyano-3-hydrazinoacrylate